spiro[cyclohexane-1,3'-indoline]-6'-carboxamide N1CC2(C3=CC=C(C=C13)C(=O)N)CCCCC2